The molecule is a cholanic acid anion, that is the conjugate base of 1beta-hydroxydeoxycholic acid, obtained by deprotonation of the carboxy group; major species at pH 7.3. C[C@H](CCC(=O)[O-])[C@H]1CC[C@@H]2[C@@]1([C@H](C[C@H]3[C@H]2CC[C@H]4[C@@]3([C@@H](C[C@H](C4)O)O)C)O)C